5-isopropylpyrrolidin-2-one C(C)(C)C1CCC(N1)=O